C(C)OC1=CC=C(C=C1)N1C=NN(C1=O)CC1=CC(=C(OC(C(=O)OCC)(C)C)C=C1)C Ethyl 2-(4-((4-(4-ethoxyphenyl)-5-oxo-4,5-dihydro-1H-1,2,4-triazol-1-yl) methyl)-2-methylphenoxy)-2-methylpropionate